C[C@@H]1C[C@H]2[C@@H](C[C@H]3[C@H](O2)[C@H]([C@@H]([C@H]4[C@H](O3)[C@H]([C@@H]([C@]5(O4)C[C@@H](CO5)O)C)C)O)C)O[C@H]6C[C@@H]7[C@]([C@@H](C[C@@H]8[C@@H](O7)C/C=C\\C[C@@H]9[C@@H](O8)C=C[C@@H]2[C@@H](O9)C=C[C@@H]3[C@@H](O2)C[C@@H]2[C@@H](O3)[C@@H]([C@@H]3[C@@H](O2)CC=C[C@@H](O3)/C=C/[C@@H](CO)O)O)O)(O[C@@H]6C1)C The molecule is a ciguatoxin comprising a sequence of twelve trans-fused six-, seven-, eight- and nine-membered rings and a spiro-fused five-membered ring. A commonly encountered fish toxin. It has a role as a metabolite.